CC=1C(=C2C=NNC2=CC1)C=1SC2=C(N1)C=CC(=C2)C2CN(C2)C(C=C)=O 1-(3-(2-(5-methyl-1H-indazol-4-yl)benzo[d]thiazol-6-yl)azetidin-1-yl)prop-2-en-1-one